C1(=C(C=CC=C1)N(C(C(=O)O)=O)CC(CCCC)CC)C1=CC=CC=C1 2-([1,1'-biphenyl]-2-yl-(2-ethylhexyl)amino)-2-oxoacetic acid